C1=C(C=CC2=CC=CC=C12)P(C=1C2=C(OC1[N+](=O)[O-])C=CC=1C(=CC=3C=CC4=C(C3C12)C=CC=C4)C4=CC=CC=C4)(C4=CC1=CC=CC=C1C=C4)=O bis(naphthalen-2-yl)(2-nitro-6-phenylbenzo[5,6]phenanthro[3,4-b]furan-1-yl)phosphine oxide